S1C(SCCC1)C=1[C@H]([C@@H](C1C1=CC=C(C=C1)OF)C1=CC=CC=C1)C(=O)[O-] trans-2-(1,3-dithian-2-yl)-3-(4-(fluorooxy) phenyl)-4-phenylcyclobut-2-ene-1-carboxylate